3-(6-chloro-3-(1H-imidazol-1-yl)-5-methoxy-1-methyl-1H-pyrrolo[3,2-b]pyridin-2-yl)-N-methyl-1H-1,2,4-triazol-5-amine ClC=1C=C2C(=NC1OC)C(=C(N2C)C2=NNC(=N2)NC)N2C=NC=C2